2-fluoro-4-(2-(2-methyl-2H-indazol-6-yl)-5-(pyrrolidin-3-ylmethoxy)pyridin-3-yl)benzonitrile FC1=C(C#N)C=CC(=C1)C=1C(=NC=C(C1)OCC1CNCC1)C=1C=CC2=CN(N=C2C1)C